FC(C(OC(C(OC(C(OC(C(OC(C(OC(F)(F)F)(F)F)(F)F)(F)F)(F)F)(F)F)(F)F)(F)F)(F)F)(F)F)(O)F perfluoro-3,6,9,12,15-pentaoxahexadecan-1-ol